4-((1R,5S)-3-azabicyclo[3.2.1]octan-3-yl)-8-fluoro-7-(8-fluoronaphthalen-1-yl)-2-((hexahydro-1H-pyrrolizin-7a-yl)methoxy)pyrido[4,3-d]pyrimidine [C@@H]12CN(C[C@@H](CC1)C2)C=2C1=C(N=C(N2)OCC23CCCN3CCC2)C(=C(N=C1)C1=CC=CC2=CC=CC(=C12)F)F